C(C1=CC=CC=C1)OC([C@@H](NC(CCSCC(=O)N([C@H](C(C)(C)C)C=1N(C=C(C1)C1=C(C=CC(=C1)F)F)CC1=CC=CC=C1)CCCN)=O)C(CC(=O)OCC1=CC=CC=C1)C([C@@H](N)C)=O)=O dibenzyl-N-[3-({2-[(3-aminopropyl){(1R)-1-[1-benzyl-4-(2,5-difluorophenyl)-1H-pyrrol-2-yl]-2,2-dimethylpropyl}amino]-2-oxoethyl}sulfanyl)propanoyl]-beta-alanyl-L-glutamate